C(C)C=1SC(=C(N1)C1=CC=CC=C1)OC1=CC(=NC=C1)NC=1C=C(C=CC1)C(C)S(=O)(=O)N (3-((4-((2-ethyl-4-phenylthiazol-5-yl)oxy)pyridin-2-yl)amino)phenyl)ethanesulfonamide